C/C/1=C\CCC(\C=C\[C@@H](CC1)C(C)C)=C (1E,6E,8S)-1-methyl-5-methylidene-8-propan-2-ylcyclodeca-1,6-diene